OCCCCCCCCCCCCCCCCCCCCCCCCCCC(=O)O 27-Hydroxy-heptacosanoic acid